4,4-dimethyl-7-(4-chlorobenzyl)-1-oxo-spiro[2.4]heptane CC1(C2(CC2=O)C(CC1)CC1=CC=C(C=C1)Cl)C